FC(C=1C(NN=CC1N1[C@H](C2=CC=CC=C2C1)COC=1C=NC=C(C1)C(=O)N1CCN(CC1)C1=NC=C(C=N1)C(F)(F)F)=O)(F)F (R)-4-(Trifluoromethyl)-5-(1-(((5-(4-(5-(trifluoromethyl)pyrimidin-2-yl)piperazine-1-carbonyl)pyridin-3-yl)oxy)methyl)isoindolin-2-yl)pyridazin-3(2H)-one